COC1=C(C=CC=C1)C=1SC(=CN1)C=O (2-methoxyphenyl)thiazole-5-carbaldehyde